COC=1C(=CC=2C3=C(C=NC2C1)N(C(N3C=3C(=NNC3)C)=O)C)C=3C=NN(C3)C 7-Methoxy-3-methyl-1-(3-methyl-1H-pyrazol-4-yl)-8-(1-methyl-1H-pyrazol-4-yl)-1,3-dihydroimidazo[4,5-c]quinolin-2-one